Butyl (Trifluorovinyl) Telluride FC(=C(F)F)[Te]CCCC